The molecule is a sesquiterpenoid that is perhydroindane which is substituted by a (2-methylprop-1-en-1-yl) group at position 1, methyl groups at positions 3a and 7, and hydroxy groups at positions 4 and 7 (the 1R,3aR,4R,7S,7aR stereoisomer). It has a role as a plant metabolite. It is a carbobicyclic compound, a sesquiterpenoid, a diol, a tertiary alcohol, a secondary alcohol and an olefinic compound. CC(=C[C@H]1CC[C@@]2([C@@H]1[C@@](CC[C@H]2O)(C)O)C)C